COC=1C=NC=CC1[C@@]1(C(NC2=CC(=CC=C12)C(F)(F)F)=O)C (3R)-3-(3-methoxy-4-pyridyl)-3-methyl-6-(trifluoromethyl)indolin-2-one